ClC1=CC=C(C(=N1)C(=O)O)NC(C)C=1C=C(C=C2C(N(C(=NC12)N1C[C@H]2C([C@H]2C1)C(=O)OC)C)=O)C 6-chloro-3-((1-(2-((1R,5S,6r)-6-(methoxycarbonyl)-3-azabicyclo[3.1.0]hexan-3-yl)-3,6-dimethyl-4-oxo-3,4-dihydroquinazolin-8-yl)ethyl)amino)picolinic acid